N-(4-{3a-hydroxy-4-oxo-1H,2H,3H,3aH,4H-pyrrolo[2,3-b]1,7-naphthyridin-1-yl}phenyl)methanesulfonamide OC12C(=NC3=CN=CC=C3C1=O)N(CC2)C2=CC=C(C=C2)NS(=O)(=O)C